N-[9-[(2R,6S)-4-cyclohexyl-6-(hydroxymethyl)-6-(triisopropylsilyloxymethyl)-morpholin-2-yl]-6-oxo-1H-purin-2-yl]-2-methyl-propanamide C1(CCCCC1)N1C[C@@H](O[C@](C1)(CO[Si](C(C)C)(C(C)C)C(C)C)CO)N1C=2N=C(NC(C2N=C1)=O)NC(C(C)C)=O